(R)-(2-((2,4-Dimethoxybenzyl)amino)-4-((2-methyl-1-(1-methyl-1H-pyrazole-4-carboxamido)hexan-2-yl)amino)pyrido[3,2-d]pyrimidin-7-yl)boronic acid COC1=C(CNC=2N=C(C3=C(N2)C=C(C=N3)B(O)O)N[C@@](CNC(=O)C=3C=NN(C3)C)(CCCC)C)C=CC(=C1)OC